NCC1(CCN(CC1)C(=O)NC)C1=CC=CC=C1 4-(aminomethyl)-N-methyl-4-phenylpiperidine-1-carboxamide